1,2-dioxaborolan O1OBCC1